C1(=CC(=CC=C1)CN(C(C(=O)OCC)=O)CC1=NC=CC=C1)C ethyl 2-[m-tolylmethyl(2-pyridylmethyl)amino]-2-oxo-acetate